C(C)OC(=O)C1CCN(CC1)C1=C(C=CC(=C1)Cl)C=O (5-chloro-2-formylphenyl)piperidine-4-carboxylic acid ethyl ester